N-(1,3-dihydroxy-2-methylpropan-2-yl)-2-methyl-5-[(4-methyl-1,3-thiazol-5-yl)methoxy]-2H-indazole-3-carboxamide OCC(CO)(C)NC(=O)C=1N(N=C2C=CC(=CC12)OCC1=C(N=CS1)C)C